3-(4-Bromo-2-fluorophenyl)piperidine-2,6-dione BrC1=CC(=C(C=C1)C1C(NC(CC1)=O)=O)F